1-tert-Butyl 2-ethyl (2R,4S)-4-aminopyrrolidine-1,2-dicarboxylate N[C@H]1C[C@@H](N(C1)C(=O)OC(C)(C)C)C(=O)OCC